FC=1C=C(C=C(C1C=O)OC)C=1C(=C(C=CC1)C1=C(C(=CC=C1)NC(=O)C1=CN=CN(C1=O)C)C)C N-(3''-fluoro-4''-formyl-5''-methoxy-2,2'-dimethyl-[1,1':3',1''-terphenyl]-3-yl)-1-methyl-6-oxo-1,6-dihydropyrimidine-5-carboxamide